N(=[N+]=[N-])C=1NC(C=2N=CN(C2N1)[C@@H]1O[C@@H]([C@H]([C@H]1O)O)CO)=O 2-azido-9-((2R,3R,4S,5R)-3,4-dihydroxy-5-(hydroxymethyl)tetrahydrofuran-2-yl)-1,9-dihydro-6H-purin-6-one